C(C(NC(=O)N)NC(=O)N)(=O)O AlLANTIC ACID